N1C[C@@H](CC1)CC(=O)O (S)-2-(PYRROLIDIN-3-YL)ACETIC ACID